CC1=NOC(=N1)C1=NN2C(CNCCC2)=C1 3-methyl-5-(5,6,7,8-tetrahydro-4H-pyrazolo[1,5-a][1,4]diazepin-2-yl)-1,2,4-oxadiazole